N1=C(C=CC=2CCCNC12)CCCCO[C@H]1CN(CC1)C(C(=O)O)C1=C(C=CC=C1)C1COCCC1 2-((R)-3-(4-(5,6,7,8-tetrahydro-1,8-naphthyridin-2-yl)butoxy)pyrrolidin-1-yl)-2-(2-(tetrahydro-2H-pyran-3-yl)phenyl)acetic acid